S=C1SCC(N1)=O 2-THIOXOTHIAZOLIDIN-4-ONE